1-(tert-butyl) 2-methyl (2S,4S)-4-methyl-5-oxopyrrolidine-1,2-dicarboxylate C[C@H]1C[C@H](N(C1=O)C(=O)OC(C)(C)C)C(=O)OC